C1(=CC=CC=C1)CC(=O)OCOC1=NC2=CC(=CC=C2C=C1)OCCCCN1CCN(CC1)C1=CC=CC=2SC=CC21 (7-(4-(4-(benzo[b]thiophen-4-yl)piperazin-1-yl)butoxy)quinolin-2-yloxy)methyl 2-phenylacetate